(2-(2-(4-(2-methoxyethoxy)phenyl)thiazol-4-yl)propan-2-yl)carbamate COCCOC1=CC=C(C=C1)C=1SC=C(N1)C(C)(C)NC([O-])=O